BrC1=CC=C(C(=N1)C=O)C1CCOCC1 6-bromo-3-(tetrahydro-2H-pyran-4-yl)picolinaldehyde